BrC1=CC(=C(C(=C1)F)C1C(C(N1C1=CC2=C(N(C=N2)COCC[Si](C)(C)C)C=C1)=O)C1CC1)F (racemic)-4-(4-bromo-2,6-difluorophenyl)-3-cyclopropyl-1-(1-((2-(trimethylsilyl)ethoxy)methyl)-1H-benzo[d]imidazol-5-yl)azetidin-2-one